2,11-Dichlorodibenzo[b,f][1,4]thiazepine ClC=1C=CC2=C(C(=NC3=C(S2)C=CC=C3)Cl)C1